N1=CC=C(C=C1)NC(C1=CN=CC=C1)=O N-(4-PYRIDYL)NICOTINAMIDE